2-(2-fluoro-4-iodoanilino)-N-(2-hydroxyethoxy)-1,5-dimethyl-6-oxopyridine-3-carboxamide FC1=C(NC=2N(C(C(=CC2C(=O)NOCCO)C)=O)C)C=CC(=C1)I